BrC=1C(=NC=C(C1)C(C)(C)O)C(=O)O 3-bromo-5-(2-hydroxypropan-2-yl)picolinic acid